BrC=1C=C2C=CNC2=CC1Br 5,6-dibromoindole